2-[4,7-bis(carboxylatomethyl)-10-(2-hydroxypropyl)-1,4,7,10-tetrazacyclododec-1-yl]acetate C(=O)([O-])CN1CCN(CCN(CCN(CC1)CC(=O)[O-])CC(C)O)CC(=O)[O-]